2-(tert-butyl)terephthalic acid C(C)(C)(C)C1=C(C(=O)O)C=CC(=C1)C(=O)O